2,3-di-tertiary butylhydroquinone C(C)(C)(C)C1=C(O)C=CC(=C1C(C)(C)C)O